propan-2-ol methyl-2-[1-[2-[1-(2,2-difluoroethyl)-4-piperidyl]-3,6-dimethyl-4-oxo-quinazolin-8-yl]ethylamino]benzoate CC=1C(=C(C(=O)OC(C)C)C=CC1)NC(C)C=1C=C(C=C2C(N(C(=NC12)C1CCN(CC1)CC(F)F)C)=O)C